(2-chloro-5-methoxyphenyl)boric acid ClC1=C(C=C(C=C1)OC)OB(O)O